C(C)(C)(C)OC(=O)NCCCC[C@@H](C(=O)O)NC(C(C(C)C)NC(=O)OCC1C2=CC=CC=C2C=2C=CC=CC12)=O (2S)-6-(tert-butoxycarbonylamino)-2-[[2-(9H-fluoren-9-ylmethoxycarbonylamino)-3-methyl-butanoyl]amino]hexanoic acid